1-bromo-3-fluoro-2-iodo-benzene BrC1=C(C(=CC=C1)F)I